FC(CN1C=NC2=C1C=C(C=C2)C=2C=CN1N=C(N=C(C12)OC)N[C@H]1[C@@H](CN(CC1)C1(COC1)[2H])F)F 5-(1-(2,2-difluoroethyl)-1H-benzo[d]imidazol-6-yl)-N-((3R,4R)-3-fluoro-1-(oxetan-3-yl-3-d)piperidin-4-yl)-4-methoxypyrrolo[2,1-f][1,2,4]triazin-2-amine